Tert-butyl (3-(3-(2-((2-(2,6-dioxopiperidin-3-yl)-1,3-dioxoisoindolin-4-yl)oxy)acetamido)propoxy)propyl)carbamate O=C1NC(CCC1N1C(C2=CC=CC(=C2C1=O)OCC(=O)NCCCOCCCNC(OC(C)(C)C)=O)=O)=O